C(C1=CC=CC=C1)OC1=CC2=C(N(N=C2C=C1)C)C(=O)NCC(CO)(C)C 5-(benzyloxy)-N-(3-hydroxy-2,2-dimethylpropyl)-2-methyl-2H-indazole-3-carboxamide